N-(5-((2-(4,4-difluoropiperidin-1-yl)ethyl)carbamoyl)-2-methylpyridin-3-yl)-2-(1-methyl-1H-pyrazol-4-yl)pyrazolo[5,1-b]thiazole-7-carboxamide FC1(CCN(CC1)CCNC(=O)C=1C=C(C(=NC1)C)NC(=O)C=1C=NN2C1SC(=C2)C=2C=NN(C2)C)F